N-((R)-1-(3-amino-5-(trifluoromethyl)phenyl)ethyl)-2-methyl-6-(((R/S)-tetrahydrofuran-3-yl)methyl)-7,8-dihydro-6H-[1,4]oxazino[3,2-g]quinazolin-4-amine NC=1C=C(C=C(C1)C(F)(F)F)[C@@H](C)NC1=NC(=NC2=CC3=C(C=C12)N(CCO3)C[C@@H]3COCC3)C |&1:29|